(2S,3R,4R,5S)-2-(hydroxymethyl)-1-(((1s,4S)-4-isopropylcyclohexyl)methyl)piperidine-3,4,5-triol OC[C@@H]1N(C[C@@H]([C@H]([C@@H]1O)O)O)CC1CCC(CC1)C(C)C